N-(4-(8-amino-3,5-dimethylimidazo[1,5-a]pyrazin-1-yl)-2-fluoro-5-methylphenyl)-2-(3-fluorophenyl)-2-hydroxyacetamide NC=1C=2N(C(=CN1)C)C(=NC2C2=CC(=C(C=C2C)NC(C(O)C2=CC(=CC=C2)F)=O)F)C